tert-butyl (2S,4S)-4-hydroxy-2-[[4-(4-methylthiazol-5-yl)phenyl]methylcarbamoyl]pyrrolidine-1-carboxylate O[C@H]1C[C@H](N(C1)C(=O)OC(C)(C)C)C(NCC1=CC=C(C=C1)C1=C(N=CS1)C)=O